FC=1C=C(N)C=C(C1OC1=C2C(=NC=C1)N(C=C2C=2C=NC(=CC2)OC)COCC[Si](C)(C)C)F 3,5-difluoro-4-{[3-(6-methoxypyridin-3-yl)-1-{[2-(trimethylsilyl)ethoxy]methyl}-1H-pyrrolo[2,3-b]pyridin-4-yl]oxy}aniline